[2-[[1-(2,6-dioxo-3-piperidyl)-3-methyl-2-oxo-benzimidazol-5-yl]methylcarbamoyloxy]ethyl]-N-methyl-carbamate O=C1NC(CCC1N1C(N(C2=C1C=CC(=C2)CNC(=O)OCCOC(NC)=O)C)=O)=O